tert-butyl 4-(bis(tert-butoxycarbonyl) amino)-1H-imidazo[4,5-c]pyridine-1-carboxylate C(C)(C)(C)OC(=O)N(C1=NC=CC2=C1N=CN2C(=O)OC(C)(C)C)C(=O)OC(C)(C)C